FC(C=1C=NC2=CC(=CC=C2C1)C1CCN(CC1)C1=C(C(N(C2=CC=CC=C12)C)=O)C#N)F 4-{4-[3-(difluoromethyl)quinolin-7-yl]piperidin-1-yl}-1-methyl-2-oxo-1,2-dihydroquinoline-3-carbonitrile